C(C1=CC=CC=C1)N1C2=CC(=C(C=C2C=2C(CCCC12)C(N)=O)OCCCC(=O)O)CC 4-[(9-benzyl-4-carbamoyl-7-ethyl-1,2,3,4-tetrahydrocarbazol-6-yl)oxy]butanoic acid